N1C[C@H](CC2=NC=CC=C12)CN [(3R)-1,2,3,4-tetrahydro-1,5-naphthyridin-3-yl]methanamine